FC=1C=C(OCC(=O)NC23CC(C2)(C3)NC(=O)[C@H]3OC2=C([C@H](C3)O)C=C(C(=C2)F)F)C=CC1F (2S,4S)-N-{3-[2-(3,4-difluorophenoxy)acetamido]bicyclo[1.1.1]pentan-1-yl}-6,7-difluoro-4-hydroxy-3,4-dihydro-2H-1-benzopyran-2-carboxamide